Br[SiH]1[Si](CC1)(Br)Br tribromo-disilacyclobutane